BrC=1C=C(OC=2C=NN(C2C(=O)[O-])C(C)(C)C)C=CC1 4-(3-bromophenoxy)-1-(tert-butyl)-1H-pyrazole-5-carboxylate